(octadecyl 6-butoxy-1-(4-(pyrrolidin-1-ylmethyl) benzyl)-1H-pyrazolo[3,4-d]pyrimidin-4-yl) carbamate C(N)(OC1=C2C(=NC(=N1)OCCCC)N(N=C2CCCCCCCCCCCCCCCCCC)CC2=CC=C(C=C2)CN2CCCC2)=O